ClC1=CC(=C2C(=N1)N(C=C2C#N)COCC[Si](C)(C)C)NC2CCCC2 6-chloro-4-(cyclopentylamino)-1-((2-(trimethylsilyl)ethoxy)methyl)-1H-pyrrolo[2,3-b]pyridine-3-carbonitrile